benzyl 7,10,13-tris(2-methoxyethyl)-3,6,9,12-tetraoxo-1-phenyl-2-oxa-4,7,10,13-tetraazahexadecan-16-oate COCCN(C(CNC(OCC1=CC=CC=C1)=O)=O)CC(N(CC(N(CCC(=O)OCC1=CC=CC=C1)CCOC)=O)CCOC)=O